ClC1=CC(=C(C=N1)C#CCC1(COC1)O)N1CCC(CC1)(C)CO 3-(3-(6-chloro-4-(4-(hydroxymethyl)-4-methylpiperidin-1-yl)pyridin-3-yl)prop-2-yn-1-yl)oxetan-3-ol